ethyl 4-[4-(2,5-dichlorophenyl)pyrimidine-2-amido]-3,5-dimethylbenzoate ClC1=C(C=C(C=C1)Cl)C1=NC(=NC=C1)C(=O)NC1=C(C=C(C(=O)OCC)C=C1C)C